N1=CC=NC2=CC(=CC=C12)NC(C(CCOC)N1C(C=C(C(=C1)OC)C1=C(C=CC(=C1)Cl)C=1OC(=NN1)C(F)(F)F)=O)=O N-(quinoxalin-6-yl)-2-[4-{5-chloro-2-[5-(trifluoromethyl)-1,3,4-oxadiazol-2-yl]phenyl}-5-methoxy-2-oxopyridin-1(2H)-yl]-4-methoxybutyramide